Methyl 2-[(3aR,6R,6aR)-4-acetoxy-2,2-dimethyl-3a,4,6,6a-tetra-hydrofuro[3,4-d][1,3]dioxol-6-yl]acetate C(C)(=O)OC1O[C@@H]([C@H]2OC(O[C@H]21)(C)C)CC(=O)OC